7-bromo-9,9-dioctylfluorene-2-carbaldehyde BrC1=CC=C2C=3C=CC(=CC3C(C2=C1)(CCCCCCCC)CCCCCCCC)C=O